(2-methylpyrimidin-4-yl)picolinamide CC1=NC=CC(=N1)C=1C(=NC=CC1)C(=O)N